N-(3-fluorobenzyl)-N-(3-methoxypropyl)-2,2-dimethylbutyramide FC=1C=C(CN(C(C(CC)(C)C)=O)CCCOC)C=CC1